N-(2-Morpholinoethyl)-2-(5-(3-(pyrazin-2-yl)phenyl)thiophen-2-yl)acetamid O1CCN(CC1)CCNC(CC=1SC(=CC1)C1=CC(=CC=C1)C1=NC=CN=C1)=O